methoxyl-propanol O(C)C(CC)O